OC1=C(C=CC=C1)C=1SCC(N1)C1SC[C@@](N1)(C(=O)O)C (4S)-2-(2-(2-hydroxyphenyl)-4,5-dihydrothiazol-4-yl)-4-methylthiazolidine-4-carboxylic acid